benzyl-n-methyl-imidazolium monosodium aminoglutarate NC(C(=O)[O-])CCC(=O)[O-].[Na+].C(C1=CC=CC=C1)C=1N(C=C[NH+]1)C